N1=NC=CC2=CC(=CC=C12)C1=CNC=2N=C(N=C(C21)OC)NC2CCC(CC2)N2C(CCC2)=O 1-((1s,4s)-4-((5-(cinnolin-6-yl)-4-methoxy-7H-pyrrolo[2,3-d]pyrimidin-2-yl)amino)cyclohexyl)pyrrolidin-2-one